(4-bromo-6-fluoro-3-methyl-2-oxo-benzoimidazol-1-yl)piperidine-2,6-dione BrC1=CC(=CC=2N(C(N(C21)C)=O)N2C(CCCC2=O)=O)F